2-((2-(2-amino-6-hydroxy-9H-purin-9-yl)ethoxy)methyl)-8-(tert-butyl)-4H-benzo[d][1,3,2]dioxaphosphinine 2-oxide NC1=NC(=C2N=CN(C2=N1)CCOCP1(OCC2=C(O1)C(=CC=C2)C(C)(C)C)=O)O